CC=1C=C2C(C=C(OC2=C(C1)[C@@H](C)NC1=C(C(=O)O)C=CC=C1)C=1C=NC(=CC1)C=1C=NN(C1)C)=O (R)-2-((1-(6-methyl-2-(6-(1-methyl-1H-pyrazol-4-yl)pyridin-3-yl)-4-oxo-4H-chromen-8-yl)ethyl)amino)benzoic acid